3-(((2S,3R,4R,5R,6R)-3-acetamido-4,5-dihydroxy-6-(hydroxymethyl)tetrahydro-2H-pyran-2-yl)thio)-N-(5-aminopentyl)propenamide C(C)(=O)N[C@H]1[C@@H](O[C@@H]([C@@H]([C@@H]1O)O)CO)SC=CC(=O)NCCCCCN